COC1=CC=C(C=C1)S(=O)(=O)NC=1C(=NC=CC1)C1=C(C=CC=C1)OC 4-methoxy-N-(2-(2-methoxyphenyl)pyridin-3-yl)benzenesulfonamide